N-(3-methoxybenzyl)-4-methyl-N-(3-morpholinobenzyl)-5-(morpholinomethyl)oxazol-2-amine COC=1C=C(CN(C=2OC(=C(N2)C)CN2CCOCC2)CC2=CC(=CC=C2)N2CCOCC2)C=CC1